4-(3,4-Dihydroxybenzamido)-1-methyl-3-propyl-1H-pyrazole-5-carboxamide 2-Methyl-4-oxo-4H-pyran-3-yl-3,4-dihydroxybenzoate CC=1OC=CC(C1OC(C1=CC(=C(C=C1)O)O)=O)=O.OC=1C=C(C(=O)NC=2C(=NN(C2C(=O)N)C)CCC)C=CC1O